FC=1C=C2C(=C(C(N(C2=CC1)C)=O)I)C(F)(F)F 6-fluoro-3-iodo-1-methyl-4-(trifluoromethyl)quinolin-2(1H)-one